1-Tert-butyl 4-(2,6-dimethyl-4-(4-(4-oxo-4,5,6,7-tetrahydro-1H-pyrrolo[3,2-c]pyridin-2-yl)pyridin-2-yl)phenyl)piperazine-1-carboxylate CC1=C(C(=CC(=C1)C1=NC=CC(=C1)C1=CC=2C(NCCC2N1)=O)C)N1CCN(CC1)C(=O)OC(C)(C)C